O1CC12CCCC2 oxaspiro[2.4]heptane